FC(F)C1=C(C(N(C=C1)C1=NC=C(C(=C1)C1=CC=NC=C1OC)C(=O)NC=1SC=2C(=CC=3CCNC3C2)N1)=O)F (difluoromethyl)-N-(6,7-dihydro-5H-thiazolo[4,5-f]indol-2-yl)-3-fluoro-5''-methoxy-2-oxo-2H-[1,2':4',4''-terpyridin]-5'-carboxamide